C(C)(C)(C)OC(=O)N1CC2(C1)CC(C2)OCCN 6-(2-Aminoethoxy)-2-azaspiro[3.3]Heptane-2-carboxylic acid tert-butyl ester